(R)-2-chloro-N-(5-chloro-6-((S)-1,2-dihydroxyethyl)pyridin-3-yl)-8-methyl-8-(trifluoromethyl)-7,8-dihydro-6H-pyrazolo[1,5-a]pyrrolo[2,3-e]pyrimidine-6-carboxamide ClC1=NN2C(N=CC3=C2[C@@](CN3C(=O)NC=3C=NC(=C(C3)Cl)[C@@H](CO)O)(C(F)(F)F)C)=C1